O1CCN(CC1)C1=NC=C(C=N1)OC1=CN=C(S1)C1(CCC1)C(=O)N (5-((2-morpholinopyrimidin-5-yl)oxy)thiazol-2-yl)cyclobutane-1-carboxamide